C(C=C)(=O)N1CC(C1)CN1C(C(N(C2=CC(=C(C=C12)Cl)C1=C(C(=CC=C1O)Cl)F)C1=C(C=CC=C1C)C(C)C)=O)=O 1-((1-acryloylazetidin-3-yl)methyl)-7-chloro-6-(3-chloro-2-fluoro-6-hydroxyphenyl)-4-(2-isopropyl-6-methylphenyl)-1,4-dihydroquinoxaline-2,3-dione